ClC1=NNC=C1C1=CC=C2C(=CN(C2=C1)CCN(C)C)C(=O)C1COC2=CC=C(C=C2C1)OC [6-(3-Chloro-1H-pyrazol-4-yl)-1-[2-(dimethylamino)ethyl]indol-3-yl]-(6-methoxychroman-3-yl)methanone